CC=1SC(=C(N1)C)C=O 2,4-dimethyl-1,3-thiazole-5-carbaldehyde